C1(CCCCC1)C/1=CC(O\C1=C/[Si](C(C)C)(C(C)C)C(C)C)=O (Z)-4-cyclohexyl-5-((triisopropylsilyl)methylene)furan-2(5H)-one